α-dehydrobiotin C1[C@H]2[C@@H]([C@@H](S1)CC/C=C/C(=O)O)NC(=O)N2